COC1=CC=C(C=C1)S(=O)(=O)NC1=CC=C(C=C1)NS(=O)(=O)C1=CC=C(C=C1)C(F)(F)F 4-methoxy-N-(4-((4-(trifluoromethyl)phenyl)sulphonylamino)phenyl)benzenesulfonamide